1-[(2R,4R,5S)-5-[[bis(4-methoxyphenyl)-phenyl-methoxy]methyl]-4-hydroxy-tetrahydrofuran-2-yl]-5-methyl-pyrimidine-2,4-dione COC1=CC=C(C=C1)C(OC[C@H]1[C@@H](C[C@@H](O1)N1C(NC(C(=C1)C)=O)=O)O)(C1=CC=CC=C1)C1=CC=C(C=C1)OC